7-(2,3-dichlorophenyl)-6-fluoro-4-(1-hydroxyethyl)-1H-pyrrolo[3,2-c]quinolin ClC1=C(C=CC=C1Cl)C=1C=CC=2C3=C(C(=NC2C1F)C(C)O)C=CN3